(1R,5S)-tert-butyl 3-(2-(((2R,7aS)-2-fluorohexahydro-1H-pyrrolizin-7a-yl) methoxy)-5,6,7,8-tetrahydropyrido[3,4-d]pyrimidin-4-yl)-3,8-diazabicyclo[3.2.1]octane-8-carboxylate F[C@@H]1C[C@@]2(CCCN2C1)COC=1N=C(C2=C(N1)CNCC2)N2C[C@H]1CC[C@@H](C2)N1C(=O)OC(C)(C)C